C1(CCCCC1)COC1=C(C(=O)N2CC3=CC=C(C=C3C2)CN2CCC(CC2)C(=O)N2CCN(CC2)C=2C=C3CN(C(C3=CC2)=O)C2C(NC(CC2)=O)=O)C(=CC(=C1C)O)O 3-[5-[4-[1-[[2-[2-(Cyclohexylmethoxy)-4,6-dihydroxy-3-methyl-benzoyl]isoindolin-5-yl]methyl]piperidine-4-carbonyl]piperazin-1-yl]-1-oxo-isoindolin-2-yl]piperidine-2,6-dione